O=C1NC(CCC1N1C(C=2C=C3C(=CC2C1=O)CN(C3)CCCCCC=O)=O)=O 6-(6-(2,6-dioxopiperidin-3-yl)-5,7-dioxo-3,5,6,7-tetrahydropyrrolo[3,4-f]isoindol-2(1H)-yl)hexanal